tert-butyl 5,6-dichloro-5'-methyl-2-oxo-1H-spiro[indole-3,3'-pyrrolidine]-1'-carboxylate ClC=1C=C2C(=CC1Cl)NC(C21CN(C(C1)C)C(=O)OC(C)(C)C)=O